C(C)(C)(C)[C@@H]1CC=2C=C(C(=NC2C=2N1C(=C(C(C2)=O)C(=O)O)C)Cl)OCCCOC (S)-6-(tert-butyl)-2-chloro-3-(3-methoxypropoxy)-8-methyl-10-oxo-6,10-dihydro-5H-pyrido[1,2-H][1,7]naphthyridine-9-carboxylic acid